ClC=1C=C(CNC2=NC=3C=C(C=CC3C=3N2C=C(N3)C)C(=O)O)C=CC1 5-((3-Chlorobenzyl)amino)-2-methylimidazo[1,2-c]quinazoline-8-carboxylic acid